FC1=C(CC2(CCN(CC2)C(C2=C(N=CC=C2)C2=NC=NC=C2)=O)C#N)C=C(C=C1)F 4-(2,5-difluorobenzyl)-1-(2-(pyrimidin-4-yl)nicotinoyl)piperidine-4-carbonitrile